O(P([O-])(=O)OP(=O)([O-])[O-])CCC (1-propyl) pyrophosphate